2-(2-hydroxy-5-tert-octylphenyl)Benzotriazole OC1=C(C=C(C=C1)C(C)(C)CC(C)(C)C)N1N=C2C(=N1)C=CC=C2